C(C)(C)(C)OC(=O)N1CCN(CC1)C1=C(N=C(S1)N)C=1SC=C(C1)Cl 4-(2-amino-4-(4-chlorothiophene-2-yl)thiazole-5-yl)piperazine-1-carboxylic acid tert-butyl ester